5-chloro-2-{[3-(methoxymethyl)azetidin-1-yl]methyl}-7,8-dihydro-6H-spiro[[1,3]oxazolo[5,4-f]quinazoline-9,1'-cyclohexan]-7-one ClC=1C=C2C(=C3C1NC(NC31CCCCC1)=O)OC(=N2)CN2CC(C2)COC